O-butyl peroxy-carbonate C(OCCCC)(=O)O[O-]